n-hexyl-bis[(trimethylsiloxy)dimethylsiloxy]silane C(CCCCC)[SiH](O[Si](O[Si](C)(C)C)(C)C)O[Si](C)(C)O[Si](C)(C)C